NC1=C(C=CC2=C(C=CC=C12)N)C 1,5-diamino-2-methyl-naphthalene